CN1N=CC(=C1)N1N=CC2=CC=C(C=C12)NC(C1=NC(=CC=C1)C(F)(F)F)=O N-(1-(1-methyl-1H-pyrazol-4-yl)-1H-indazol-6-yl)-6-(trifluoromethyl)picolinamide